6-[3-chloro-4-(cyclopropylmethoxy)phenyl]-N-[[2-(1-piperidinyl)-3-pyridinyl]methyl]pyridazine-4-carboxamide ClC=1C=C(C=CC1OCC1CC1)C1=CC(=CN=N1)C(=O)NCC=1C(=NC=CC1)N1CCCCC1